bis[4-(3-benzylphenyl)-2,3-naphthyridin-1-one] zirconium dichloride [Cl-].[Cl-].[Zr+2].C(C1=CC=CC=C1)C=1C=C(C=CC1)C1=NNC(C2=CC=CC=C12)=O.C(C1=CC=CC=C1)C=1C=C(C=CC1)C1=NNC(C2=CC=CC=C12)=O